N(=[N+]=[N-])[C@@H]1C[C@@H](N(C1)C(=O)OC(C)(C)C)C(=O)OCC1=CC=CC=C1 (2R,4R)-2-benzyl 1-tert-butyl 4-azidopyrrolidine-1,2-dicarboxylate